ClC=1N(CC(C=O)=C(C1)NCC(F)(F)F)[2H] 6-chloro-4-((2,2,2-trifluoroethyl)amino)nicotinaldehyde-1-d